4,4'-bis(pyridin-4-yl)biphenyl N1=CC=C(C=C1)C1=CC=C(C=C1)C1=CC=C(C=C1)C1=CC=NC=C1